4-[2-(2,4,6-Trifluorophenoxymethyl)phenyl]Piperidine FC1=C(OCC2=C(C=CC=C2)C2CCNCC2)C(=CC(=C1)F)F